N-(4-(2-ethoxypyrimidin-5-yl)phenyl)-2-(4-fluorophenoxy)-2-methylpropanamide C(C)OC1=NC=C(C=N1)C1=CC=C(C=C1)NC(C(C)(C)OC1=CC=C(C=C1)F)=O